2-bromo-2,7-di-tert-butyl-9,9-spirobifluorene BrC1(CC=2C3(C4=CC(=CC=C4C2C=C1)C(C)(C)C)C1=CC=CC=C1C=1C=CC=CC13)C(C)(C)C